(2R,5S)-2,5-dimethyl-1-(2-methyl-1-(4-(trifluoromethyl)phenyl)propyl)piperazine hydrochloride Cl.C[C@H]1N(C[C@@H](NC1)C)C(C(C)C)C1=CC=C(C=C1)C(F)(F)F